O=C1NC(CCC1N1C(C2=CC=CC(=C2C1=O)COC1=C(C=C2C(=NC(=NC2=C1)C)N[C@H](C)C1=CC=CC=C1)OC)=O)=O 2-(2,6-dioxopiperidin-3-yl)-4-(((6-methoxy-2-methyl-4-(((R)-1-phenylethyl)amino)quinazolin-7-yl)oxy)methyl)isoindoline-1,3-dione